tert-butyl-4-[[2-[2-fluoro-5-methoxy-4-(1-methylcyclopropyl)phenyl]acetyl]amino]pyridine-2-carboxamide C(C)(C)(C)C=1C(=NC=CC1NC(CC1=C(C=C(C(=C1)OC)C1(CC1)C)F)=O)C(=O)N